FC(C=1C=CC=C2C=CC=NC12)(F)F 8-trifluoromethyl-quinoline